BrC(=C(C)C)C1(C2=CC(=CC=C2C=2C=CC(=CC12)C(C)(C)C)C(C)(C)C)O 9-(1-bromo-2-methylprop-1-en-1-yl)-2,7-di-tert-butyl-9H-fluoren-9-ol